C(C)(C)(C)OC(NC(C(NCC(F)(F)F)=O)(C)C)=O t-butyl(2-methyl-1-oxo-1-((2,2,2-trifluoroethyl)amino)propan-2-yl)carbamate